[4-[(E)-[ethyl-(8-methoxyquinazolin-4-yl)hydrazono]methyl]-2-methoxy-phenyl]boronic acid C(C)N(\N=C\C1=CC(=C(C=C1)B(O)O)OC)C1=NC=NC2=C(C=CC=C12)OC